ClC1=C(C=CC2=C1C(=NC(C=1N2C=C(C(N1)=O)C(=O)OC)C)C1=C(C=CC=C1F)F)C(F)(F)F methyl 8-chloro-7-(2,6-difluorophenyl)-5-methyl-3-oxo-9-(trifluoromethyl)-5H-pyrimido[1,2-a][1,4]benzodiazepine-2-carboxylate